3-(4-(benzyloxy)phenoxy)benzo[b]thiophene-6-carboxylic acid C(C1=CC=CC=C1)OC1=CC=C(OC=2C3=C(SC2)C=C(C=C3)C(=O)O)C=C1